methyl (Z)-2-[2-bromo-5-[3-(difluoromethyl)pyrazol-1-yl]phenoxy]-3-methoxy-prop-2-enoate BrC1=C(O\C(\C(=O)OC)=C/OC)C=C(C=C1)N1N=C(C=C1)C(F)F